(3-fluoro-4-(quinolin-4-yloxy)phenyl)-2-oxo-1-phenyl-1,2,4,5,6,7-hexahydropyrazolo[1,5-a]pyridine-3-carboxamide FC=1C=C(C=CC1OC1=CC=NC2=CC=CC=C12)C1C=2N(CCC1)N(C(C2C(=O)N)=O)C2=CC=CC=C2